C/C(/[C@H](C)C=1C=NC=C(C1)C1=CC=CC=C1)=C\C1=CC=CC=C1 (S,E)-3-(3-methyl-4-phenyl-3-butene-2-yl)-5-phenylpyridine